C(C1=CC=CC=C1)[N+](=CC1=CC=C(C=C1)C(C)C)[O-] N-benzyl-alpha-(4-isopropylphenyl)nitrone